N-(1H-indol-3-yl)-5-(4-(methylsulfonyl)phenyl)isoindoline-2-carboxamide N1C=C(C2=CC=CC=C12)NC(=O)N1CC2=CC=C(C=C2C1)C1=CC=C(C=C1)S(=O)(=O)C